butoxytris(ethylmethylamino)hafnium C(CCC)O[Hf](N(CC)C)(N(CC)C)N(C)CC